CN(C(OC(C)(C)C)=O)CC1OCCC2=C(C=CC=C12)C1=NC=CC=C1 tert-Butyl methyl((5-(pyridin-2-yl)isochroman-1-yl)methyl)carbamate